OC1=C2C(C(=C(OC2=CC(=C1)O)C1=CC(=C(C(=C1)O)O)O)O[C@H]1O[C@@H]([C@H]([C@@H]([C@@H]1O)O)O)C)=O 5,7-dihydroxy-3-(((2R,3S,4S,5S,6R)-3,4,5-trihydroxy-6-methyltetrahydro-2H-pyran-2-yl)oxy)-2-(3,4,5-trihydroxyphenyl)-4H-chromen-4-one